(n-butylcyclopentadienyl)zirconium triethoxide [O-]CC.[O-]CC.[O-]CC.C(CCC)C1(C=CC=C1)[Zr+3]